CC(C(=O)O)(C)C1=NC=C(C=N1)CC(F)(F)F 2-methyl-2-(5-(2,2,2-trifluoroethyl)pyrimidin-2-yl)propanoic acid